FCCN1C=C(C(C2=CC(=C(C(=C12)F)N1CCN(CC1)C)F)=O)C=1SC(=NN1)NC(=O)NC1=CN(C2=NC(=C(C=C2C1=O)F)Cl)CC 1-{2-[1-(2-fluoroethyl)-6,8-difluoro-7-(4-methylpiperazin-1-yl)-quinolin-4(1H)-one-3-yl]-1,3,4-thiadiazol-5-yl}-3-[1-ethyl-6-fluoro-7-chloro-[1,8]naphthyridin-4(1H)-one-3-yl]-urea